tert-butyl ((1r,3r)-3-(3-(difluoromethyl)-4-fluorophenoxy)cyclobutyl)carbamate FC(C=1C=C(OC2CC(C2)NC(OC(C)(C)C)=O)C=CC1F)F